ClC=1C(=CC2=C(NC(=N2)O[C@H]2C[C@H](OCC2)C(=O)O)C1)C1=CC=C(C=C1)C1=CC=C(C=C1)CN1CC(C1)COCCO (2S,4R)-4-((6-chloro-5-(4'-((3-((2-hydroxyethoxy)methyl)azetidin-1-yl)methyl)-[1,1'-biphenyl]-4-yl)-1H-benzo[d]imidazol-2-yl)oxy)tetrahydro-2H-pyran-2-carboxylic acid